C(C)[C@H]1[C@H]([C@H]2[C@@H]3CC[C@H]([C@@H](CCC#N)C)[C@]3(C[C@@H]([C@@H]2[C@]2(CC[C@H](C[C@@H]12)OCOC)C)OCOC)C)OCOC 6α-Ethyl-3α,7α,11β-trimethoxymethyloxy-5β-cholan-24-nitrile